2-(4-naphthalenyl)benzo[b]furan C1=CC=C(C2=CC=CC=C12)C1=CC2=C(O1)C=CC=C2